tert-butyl (S)-4-(2-(3-benzyl-1,2,4-oxadiazol-5-yl)-2-((tert-butoxycarbonyl)amino)ethyl)-1H-imidazole-1-carboxylate C(C1=CC=CC=C1)C1=NOC(=N1)[C@H](CC=1N=CN(C1)C(=O)OC(C)(C)C)NC(=O)OC(C)(C)C